4,5,6,7-tetrahydropyrazolo[1,5-a]pyridin-6-ol N1=CC=C2N1CC(CC2)O